S1N=CC2=C1C=C(C=C2)C=2C=C(C=NC2)OC=2C=CC(=C(C#N)C2)OC2=CC=C(C=C2)S(=O)(=O)C 5-{[5-(1,2-benzothiazol-6-yl)pyridin-3-yl]oxy}-2-(4-methanesulfonylphenoxy)benzonitrile